ClC1=C(C=2N=C(NC(C2C(=N1)OCCNC(C)C=1C(=NC=CC1)NC(OC(C)(C)C)=O)=O)SCC)F tert-butyl (3-(1-((2-((7-chloro-2-(ethylthio)-8-fluoro-4-oxo-3,4-dihydropyrido[4,3-d]pyrimidin-5-yl)oxy)ethyl)amino)ethyl)pyridin-2-yl)carbamate